1-(3-(4-(3,4-difluoro-2-(trifluoromethyl)phenyl)piperidine-1-carbonyl)-1,4,5,7-tetrahydro-6H-pyrazolo[3,4-c]pyridin-6-yl)-2-methylpropan-1-one FC=1C(=C(C=CC1F)C1CCN(CC1)C(=O)C1=NNC=2CN(CCC21)C(C(C)C)=O)C(F)(F)F